N-[4-(4-{[(1R)-1-[3-(difluoromethyl)-2-fluorophenyl]ethyl]amino}-8-methyl-7-oxo-7H,8H-pyrido[2,3-d]pyrimidin-6-yl)-4-fluoro-1-oxo-1λ6-thian-1-ylidene]-2,2,2-trifluoroacetamide FC(C=1C(=C(C=CC1)[C@@H](C)NC=1C2=C(N=CN1)N(C(C(=C2)C2(CCS(CC2)(=O)=NC(C(F)(F)F)=O)F)=O)C)F)F